4-(3-ethyl-5-(1-((1-methyl-1H-imidazol-5-yl)methyl)piperidin-4-yl)-1H-indol-2-yl)-1H-pyrazolo[3,4-b]pyridine C(C)C1=C(NC2=CC=C(C=C12)C1CCN(CC1)CC1=CN=CN1C)C1=C2C(=NC=C1)NN=C2